N-methoxy-N-methyl-5-(morpholine-4-carbonyl)furan-2-carboxamide CON(C(=O)C=1OC(=CC1)C(=O)N1CCOCC1)C